FC(OC1=CC=C(C=C1)N=C=S)(F)F 4-(trifluoromethoxy)phenyl isothiocyanate